(3R)-N-(7-chloro-6-(1-((3R,4R)-4-hydroxy-3-methyltetrahydrofuran-3-yl)piperidin-4-yl)isoquinolin-3-yl)-6,6-dimethyltetrahydro-2H-pyran-3-carboxamide ClC1=C(C=C2C=C(N=CC2=C1)NC(=O)[C@H]1COC(CC1)(C)C)C1CCN(CC1)[C@@]1(COC[C@@H]1O)C